Ethyl 2-(2-{[(tert-butoxy) carbonyl] ({2-[(2-nitrophenyl) carbamoyl] ethyl}) amino} ethyl)-1,3-thiazole-4-carboxylate C(C)(C)(C)OC(=O)N(CCC=1SC=C(N1)C(=O)OCC)CCC(NC1=C(C=CC=C1)[N+](=O)[O-])=O